N2-(((9H-fluoren-9-yl)methoxy)carbonyl)-N6-(2-((E)-1-hydroxy-2-methoxycyclooct-3-en-1-yl)acetyl)-L-lysine C1=CC=CC=2C3=CC=CC=C3C(C12)COC(=O)N[C@@H](CCCCNC(CC1(C(\C=C\CCCC1)OC)O)=O)C(=O)O